5-ethyl-2,3-dihydro-1H-inden-4-amine C(C)C1=C(C=2CCCC2C=C1)N